CN(C1CC(NC(C1)(C)C)(C)C)C=1N=NC(=CC1)C=1C=NC(=CC1)N1N=CC=C1 methyl-[6-(6-pyrazol-1-yl-pyridin-3-yl)-pyridazin-3-yl]-(2,2,6,6-tetramethyl-piperidin-4-yl)-amine